8-methoxyquinazolin-4(1H)-one COC=1C=CC=C2C(N=CNC12)=O